COCC(=O)N1CC2=C(C=C(C=C2CC1)C=1C=C2C(=NC1)NC=C2C)[C@H]2N(CCC2)C(=O)[O-] (S)-2-(2-2-methoxyacetyl-6-(3-methyl-1H-pyrrolo[2,3-b]pyridin-5-yl)-1,2,3,4-Tetrahydroisoquinolin-8-yl)pyrrolidine-1-carboxylate